NC1(C2CC3CC(CC1C3)(C2)C(F)(F)F)C(=O)O 2-amino-5-(trifluoromethyl)adamantane-2-carboxylic acid